iron(I) hexafluoroantimonate F[Sb-](F)(F)(F)(F)F.[Fe+]